1-[2-(difluoromethoxy)-4-(trifluoromethyl)phenyl]-N-[(3R)-1-(oxetan-4-yl)piperidin-3-yl]pyrrolo[1,2-d][1,2,4]triazin-4-amine FC(OC1=C(C=CC(=C1)C(F)(F)F)C=1C=2N(C(=NN1)N[C@H]1CN(CCC1)C1CCO1)C=CC2)F